FC=1C=CC2=C(C(=C(O2)[C@H](C(C)C)NC(=O)NC=2C=NC(=NC2)N2CC(C2)(C)O)C)C1 (S)-1-(1-(5-fluoro-3-methylbenzofuran-2-yl)-2-methylpropyl)-3-(2-(3-hydroxy-3-methylazetidin-1-yl)pyrimidin-5-yl)urea